N-(4-(2,5-difluorophenyl)-2-(1,4,4-trifluorocyclohexyl)pyridin-3-yl)-2-isopropylpyrimidine-5-carboxamide FC1=C(C=C(C=C1)F)C1=C(C(=NC=C1)C1(CCC(CC1)(F)F)F)NC(=O)C=1C=NC(=NC1)C(C)C